C(C)N(CC=1C=C(C=C2CCOCC12)C=1C=C2C(=NC1)NC=C2C)CC N-ethyl-N-((6-(3-methyl-1H-pyrrolo[2,3-b]pyridin-5-yl)isochroman-8-yl)methyl)ethylamine